[Fe].[Ti].[Mg] magnesium-titanium iron